BrC1=CC(=C(S1)/C=N/O)C (E)-5-bromo-3-methylthiophene-2-carbaldehyde oxime